C1=CC=CC=2C3=CC=CC=C3C(C12)N1CCN(CC1)C(=O)C=1C=C2CN(C(C2=CC1)=O)C1C(NC(CC1)=O)=O 3-(5-(4-(9H-fluoren-9-yl)piperazine-1-carbonyl)-1-oxoisoindolin-2-yl)piperidine-2,6-dione